ClC=1C=C(C=CC1F)NC(N(C)[C@H](C)C1=NNC(C2=CC(=C(C=C12)F)F)=O)=O (R)-3-(3-chloro-4-fluorophenyl)-1-(1-(6,7-difluoro-4-oxo-3,4-dihydrophthalazin-1-yl)ethyl)-1-methylurea